C(C1=CC=CC=C1)OC(=O)NC[C@H]1O[C@H]([C@H]2[C@@H]1OC(O2)(C)C)CC(=O)O 2-((3aS,4S,6R,6aR)-6-((((benzyloxy)carbonyl)amino)methyl)-2,2-dimethyltetrahydrofuro[3,4-d][1,3]dioxol-4-yl)acetic acid